C(C)(C)(C)OC(=O)N1CCN(CC1)C1=C(C(=NC2=C(C=CC=C12)OC1=C(C(=CC=C1Cl)N)C#N)C1=C2CCN(CC2=CC=C1)C)C#N 4-(8-(3-amino-6-chloro-2-cyanophenoxy)-3-cyano-2-(2-methyl-1,2,3,4-tetrahydroisoquinolin-5-yl)quinolin-4-yl)piperazine-1-carboxylic acid tert-butyl ester